tert-butyl 4-amino-4-benzylpiperidine-1-carboxylate NC1(CCN(CC1)C(=O)OC(C)(C)C)CC1=CC=CC=C1